1-(4-(4-chlorobenzyl)piperazine-1-carbonyl)-1H-pyrazole-3-carboxylic acid ClC1=CC=C(CN2CCN(CC2)C(=O)N2N=C(C=C2)C(=O)O)C=C1